OC1=CC=CC=C1CN1N=NN=C1 6-hydroxy-1-phenylmethyl-tetrazole